propyloxymagnesium iodide C(CC)O[Mg]I